C1NCCC12CCN(CC2)C2=CC=CC(=N2)N2CC=1C(=NC=CC1C2=O)C2=C(C=CC=C2OC)F 2-(6-(2,8-diazaspiro[4.5]decan-8-yl)pyridin-2-yl)-4-(2-fluoro-6-methoxyphenyl)-2,3-dihydro-1H-pyrrolo[3,4-c]pyridin-1-one